FC1=C(C(=CC=C1NS(NC1=CC=CC=C1)(=O)=O)F)C=O 2,6-difluoro-3-(phenylsulfamoylamino)phenylmethanone